[(2,3-dimethoxyphenyl)methyl][2-(3,4-dimethoxyphenyl)propyl]amine COC1=C(C=CC=C1OC)CNCC(C)C1=CC(=C(C=C1)OC)OC